O-phospho-Homoserine P(=O)(O)(O)OCC[C@H](N)C(=O)O